FC1=NC=CC2=C1CC1CCC2N1C(=O)NC1=CC=C(C=C1)OC(F)(F)F (±)-1-fluoro-N-(4-(trifluoromethoxy)phenyl)-6,7,8,9-tetrahydro-5H-5,8-epiminocyclohepta[c]pyridine-10-carboxamide